6-(allyloxycarbonylamino)hexylamino 3-butenoate C(CC=C)(=O)ONCCCCCCNC(=O)OCC=C